ON=C(N)C1=CC=C(C=C1)C(F)(F)F N'-hydroxy-4-(trifluoromethyl)benzene-1-carboximidamide